(9z,11e)-9,11-hexadecadienal C(CCCCCCC\C=C/C=C/CCCC)=O